COC1=CC=C(CC2NCCC(C2C)(O)C)C=C1 2-(4-methoxybenzyl)-3,4-dimethyl-4-piperidinol